(1S,2S)-ethyl 2-(hydroxymethyl)cyclopropane-1-carboxylate OC[C@@H]1[C@H](C1)C(=O)OCC